4-(2-((1R,3r,5S)-3-((5-cyclopropyl-3-(2,6-dichlorophenyl)isoxazol-4-yl)methoxy)-8-azabicyclo[3.2.1]octan-8-yl)thiazol-4-yl)thiophene-2-carboxylic acid C1(CC1)C1=C(C(=NO1)C1=C(C=CC=C1Cl)Cl)COC1C[C@H]2CC[C@@H](C1)N2C=2SC=C(N2)C=2C=C(SC2)C(=O)O